C(CCCCCCC\C=C/CCCCCCCC)(=O)[O-].C(CCCCCCC\C=C/CCCCCCCC)(=O)[O-].C(C)[Ti+2]CCCCCC ethylhexyl-titanium dioleate